C(#N)[C@H](C[C@H]1C(NCC1)=O)NC(=O)[C@H]1N([C@@H]2CC([C@H]1CC2)(F)F)C(=O)C=2NC1=CC=CC(=C1C2)OC (1S,3S,4S)-N-((S)-1-cyano-2-((S)-2-oxopyrrolidin-3-yl)ethyl)-5,5-difluoro-2-(4-methoxy-1H-indole-2-carbonyl)-2-azabicyclo[2.2.2]octane-3-carboxamide